(S)-1-(1-(3,5-Difluorophenyl)-2-(dimethylamino)ethyl)-4-(5-morpholino-1H-pyrrolo[2,3-b]pyridin-3-yl)pyridin-2(1H)-one FC=1C=C(C=C(C1)F)[C@@H](CN(C)C)N1C(C=C(C=C1)C1=CNC2=NC=C(C=C21)N2CCOCC2)=O